FC=1C=C(OC2=CC=C3CCN(CC3=C2)C(=O)C2CCN(CC2)C(=O)OC(C)(C)C)C=CC1C(F)(F)F tert-butyl 4-(7-(3-fluoro-4-(trifluoromethyl)phenoxy)-1,2,3,4-tetrahydro-isoquinoline-2-carbonyl)-piperidine-1-carboxylate